C(C)NC1CCN(CC1)C=1C2=CN(N=C2C(=CC1)C(=O)NC=1C=C(C=2N(C1)C=C(N2)C)N2C(C=CC=C2)=O)C 4-[4-(ethylamino)-1-piperidyl]-2-methyl-N-[2-methyl-8-(2-oxo-1-pyridyl)imidazo[1,2-a]pyridin-6-yl]indazole-7-carboxamide